The molecule is a p-menthane monoterpenoid that is p-menthane substituted by an oxo group at position 3. It has a role as a plant metabolite and a volatile oil component. CC1CCC(C(=O)C1)C(C)C